C1(CC1)NC(C1=C(C=C(C=C1OC)C1=CN=C2N1C=CC(=C2)OCCN2C(COCC2)C)OC(F)F)=O N-cyclopropyl-2-(difluoromethoxy)-6-methoxy-4-[7-[2-(3-methylmorpholin-4-yl)ethoxy]imidazo[1,2-a]pyridin-3-yl]benzamide